acetic acid (13Z)-hexadeca-13-en-11-yn-1-yl ester C(CCCCCCCCCC#C\C=C/CC)OC(C)=O